19-hydroxylabda-8(17)-en-16,15-olide C[C@@]1(CCC[C@]2([C@H]1CCC(=C)[C@@H]2CCC3CCOC3=O)C)CO